4-(7-(piperazin-1-yl)-[1,2,4]triazolo[1,5-a]pyridin-5-yl)benzonitrile N1(CCNCC1)C1=CC=2N(C(=C1)C1=CC=C(C#N)C=C1)N=CN2